2-chloro-3-trifluoromethyl-aniline ClC1=C(N)C=CC=C1C(F)(F)F